6-(PYRROLIDIN-3-YL)NICOTINALDEHYDE N1CC(CC1)C1=NC=C(C=O)C=C1